BrC1=CC=CC=2C=3N(C(=NC12)N[C@@H]1C(NCCNC1)=O)N=C(N3)C3=CC=C(C=C3)F (6S)-6-{[7-bromo-2-(4-fluorophenyl)[1,2,4]triazolo[1,5-c]quinazolin-5-yl]amino}-1,4-diazepan-5-one